C(C=C)(=O)NC1=C(C2=C(CN([C@@H](C2)C)C(=O)OC(C)(C)C)S1)C=1SC2=C(N1)C=C(C=C2)Br tert-Butyl (R)-2-acrylamido-3-(5-bromobenzo[d]thiazol-2-yl)-5-methyl-4,7-dihydrothieno[2,3-c]pyridine-6(5H)-carboxylate